ClC=1N=CC=2N=CN=C(C2N1)NC1=C(C(=C(C=C1)OCC1CC1)Cl)F 6-Chloro-N-(3-chloro-4-(cyclopropylmethoxy)-2-fluorophenyl)pyrimido[5,4-d]pyrimidin-4-amine